BrCC(=O)NC1=C(C=C(C(=C1)F)C(F)(F)F)C 2-Bromo-N-(5-fluoro-2-methyl-4-(trifluoromethyl)phenyl)acetamide